4-(4-chloro-2,3-difluorophenyl)-1-((4ar,6r,7r,8ar)-7-methoxy-2,2-dimethyl-6-(prop-1,2-dien-1-yl)hexahydropyrano[3,2-d][1,3]dioxin-8-yl)-1H-1,2,3-triazole ClC1=C(C(=C(C=C1)C=1N=NN(C1)C1[C@H]([C@H](O[C@H]2[C@@H]1OC(OC2)(C)C)C=C=C)OC)F)F